CC1(N(C(CC(C1)C=1C=CC=2N=CN=C(C2N1)NC1=CC(=C(C=C1)OC1=CC2=C(N(N=N2)C)C=C1)C)(C)C)C(C=C)=O)C 1-(2,2,6,6-tetramethyl-4-(4-((3-methyl-4-((1-methyl-1H-benzo[d][1,2,3]triazol-5-yl)oxy)phenyl)amino)pyrido[3,2-d]pyrimidin-6-yl)piperidin-1-yl)prop-2-en-1-one